C(C)(C)(C)C=1C=C(C(=C(C1)C1=C(C(=C(C(=C1[2H])[2H])[2H])[2H])[2H])NC=1C(=CC=CC1)NC1=CC(=CC=C1)OC1=CC=2N(C3=CC=CC=C3C2C=C1)C1=NC=C(C(=C1)C([2H])([2H])[2H])C1=C(C(=C(C(=C1[2H])[2H])[2H])[2H])[2H])C1=C(C(=C(C(=C1[2H])[2H])[2H])[2H])[2H] N1-(5'-(tert-Butyl)-[1,1':3',1''-terphenyl]-2'-yl-2,2'',3,3'',4,4'',5,5'',6,6''-d10)-N2-(3-((9-(4-(methyl-d3)-5-(phenyl-d5)pyridin-2-yl)-9H-carbazol-2-yl)oxy)phenyl)benzene-1,2-diamine